COC(C1=C(CN(C(=O)C=2N=C(SC2)C)CC(NC=2C=C3CC4(C(NC5=NC=CC=C54)=O)CC3=CC2)=O)C=CC=C1)OC N-(2-(Dimethoxymethyl)benzyl)-2-methyl-N-(2-oxo-2-((2'-oxo-1,1',2',3-tetrahydrospiro[indene-2,3'-pyrrolo[2,3-b]pyridin]-5-yl)amino)ethyl)thiazole-4-carboxamide